4-(3,4-dimethoxyphenyl)-2-hydroxy-benzaldehyde COC=1C=C(C=CC1OC)C1=CC(=C(C=O)C=C1)O